CC(C(=O)OCC(C(F)F)(F)F)=C 2,2,3,3-tetrafluoropropyl 2-methyl-acrylate